C1(CC1)CN1C(=CC2=C1C(N(C=C2)C)=O)CO (cyclopropylmethyl)-2-(hydroxymethyl)-6-methyl-1,6-dihydro-7H-pyrrolo[2,3-c]pyridin-7-one